tert-butyl ((R*)-(6-chloro-7-((S)-1-(5,5-difluoro-2-oxotetrahydropyrimidin-1(2H)-yl)-2-methoxyethyl)imidazo[1,2-b]pyridazin-2-yl)((R*)-3,3-difluorocyclopentyl)methyl)carbamate ClC=1C(=CC=2N(N1)C=C(N2)[C@@H]([C@H]2CC(CC2)(F)F)NC(OC(C)(C)C)=O)[C@@H](COC)N2C(NCC(C2)(F)F)=O |o1:10,11|